COC1=CC=C(C=C(C(=O)OC2CC(N(C(C2)(C)C)C)(C)C)C(=O)OC2CC(N(C(C2)(C)C)C)(C)C)C=C1 di-(1,2,2,6,6-pentamethyl piperidin-4-yl) p-methoxybenzylidenemalonate